6-chloro-N-(6-ethylpyridin-2-yl)-4-methoxynicotinamide ClC1=NC=C(C(=O)NC2=NC(=CC=C2)CC)C(=C1)OC